Tert-Butyl 3-hydroxy-3-(morpholinomethyl)piperidine-1-carboxylate OC1(CN(CCC1)C(=O)OC(C)(C)C)CN1CCOCC1